(4S)-2-{[(2S)-1,4-Dioxan-2-yl]methyl}-4-methyl-N-[(6-methylpyridin-2-yl)methyl]-8-(trifluoromethyl)-4,5-dihydro-2H-furo[2,3-g]indazol-7-carboxamid O1[C@H](COCC1)CN1N=C2C3=C(C[C@@H](C2=C1)C)OC(=C3C(F)(F)F)C(=O)NCC3=NC(=CC=C3)C